CCCCC[C@H]([C@@H](/C=C/C=C/C=C\\C=C\\[C@H](CCCC(=O)O)O)O)O The molecule is a C20 hydroxy fatty acid having (5S)-, (14R)- and (15R)-hydroxy groups as well as (6E)- (8Z)-, (10E)- and (12E)-double bonds. It is a lipoxin, a long-chain fatty acid and a hydroxy polyunsaturated fatty acid.